titanium di-normal butoxy bis(ethyl acetoacetate) C(C)CC(CC(=O)OOCCCC)=O.C(C)CC(CC(=O)OOCCCC)=O.[Ti]